C(C)C(/C=C(/C=O)\C)(CC=C(C)C)CC (E)-4,4-diethyl-2,7-dimethyloct-2,6-dienal